BrC1=CC=2N(C(=C1)C)N=CC2C(=O)OCC ethyl 5-bromo-7-methylpyrazolo[1,5-a]pyridine-3-carboxylate